C(C)(C)(C)OC(=O)N1CCN(CC1)C(C1=C(C=C(C=C1)NC(=O)C=1N(C(=CN1)C1=C(C(=C(C=C1)OCF)F)F)C)Cl)=O 4-(2-chloro-4-(5-(2,3-difluoro-4-(fluoromethoxy)phenyl)-1-methyl-1H-imidazole-2-carboxamido)benzoyl)piperazine-1-carboxylic acid tert-butyl ester